tert-butyl (R)-3-(benzylcarbamoyl)pyrrolidine-1-carboxylate C(C1=CC=CC=C1)NC(=O)[C@H]1CN(CC1)C(=O)OC(C)(C)C